N-cyano-2,6-dihydroxy-N,5'-dimethyl-4-pentyl-2'-(prop-1-en-2-yl)-1',2',3',4'-tetrahydro-[1,1'-biphenyl]-3-carboxamide C(#N)N(C(=O)C=1C(=C(C(=CC1CCCCC)O)C1C(CCC(=C1)C)C(=C)C)O)C